(1R,2R,3aS,10aR)-2-hydroxy-1-[(1E,3ξ,4S)-3-hydroxy-4-methyl-1-octen-1-yl]-2,3,3a,9,10,10a-hexahydro-1H-benzo[b]cyclopenta[f]oxepin-6-carboxylic acid O[C@@H]1C[C@H]2[C@H](CCC3=C(O2)C=C(C=C3)C(=O)O)[C@H]1\C=C\C([C@H](CCCC)C)O